ClC1=C(C(=CC=C1)Cl)N1C(C=2C=NC=3N(C(=CC3C2N(C1=O)C)C=1C=NN(C1)[C@H]1[C@@H](CNCC1)F)CO)=O 11-(2,6-dichlorophenyl)-4-[1-[(3R,4R)-3-fluoro-4-piperidyl]pyrazol-4-yl]-5-(hydroxymethyl)-13-methyl-5,7,11,13-tetrazatricyclo[7.4.0.02,6]trideca-1(9),2(6),3,7-tetraene-10,12-dione